NC1CC2(C1)N(CCC2)C(=O)OC(C)(C)C tert-butyl 2-amino-5-azaspiro[3.4]octane-5-carboxylate